N-[(2-Amino-3-pyridyl)sulfonyl]-2-[(2S,5R)-2,5-dimethylpyrrolidin-1-yl]-6-(6-isopropoxy-3-pyridyl)pyridin-3-carboxamid NC1=NC=CC=C1S(=O)(=O)NC(=O)C=1C(=NC(=CC1)C=1C=NC(=CC1)OC(C)C)N1[C@H](CC[C@H]1C)C